bis[3,5-bis(2-hydroxy-5-methylbenzyl)-4-hydroxyphenyl]methane OC1=C(CC=2C=C(C=C(C2O)CC2=C(C=CC(=C2)C)O)CC2=CC(=C(C(=C2)CC2=C(C=CC(=C2)C)O)O)CC2=C(C=CC(=C2)C)O)C=C(C=C1)C